ethyl-sulfinylhexyl isothiocyanate C(C)S(=O)CCCCCCN=C=S